C1(=CC=CC=C1)S(=O)(=O)O.NC[C@H](C1=CC(=CC=C1)Cl)NC(=O)C=1N=CN(C1)C1=NC(=NC=C1C)NC1CCOCC1 (S)-N-(2-amino-1-(3-chlorophenyl)ethyl)-1-(5-methyl-2-((tetrahydro-2H-pyran-4-yl)amino)-pyrimidin-4-yl)-1H-imidazole-4-amide benzenesulfonate